C[C@H]1N(CCOC1)C(=O)O[C@H]1C[C@H](CC1)C1=CC(=NN1)NC(CC1=CN=C(S1)OC)=O (1R,3S)-3-(3-{[(2-methoxy-1,3-thiazol-5-yl)acetyl]amino}-1H-pyrazol-5-yl)cyclopentyl (3R)-3-methylmorpholine-4-carboxylate